(2r,6s)-6-((4-bromophenoxy)methyl)-2-((2-fluoroethoxy)methyl)-2-methyl-1,4-dioxane BrC1=CC=C(OC[C@@H]2COC[C@](O2)(C)COCCF)C=C1